CN1C(NC2=C1C(=CC=C2)[N+](=O)[O-])=O 3-methyl-4-nitro-1H-benzimidazol-2-one